C1=CC=CC=2OC3=CC=CC=C3C(C12)CO xanthene-9-methanol